L-5-formyl-5,6,7,8-tetrahydrofolic acid C(=O)N1C=2C(NC(=NC2NCC1CNC1=CC=C(C(N[C@@H](CCC(=O)O)C(=O)O)=O)C=C1)N)=O